diphenylethylene C=C(C1=CC=CC=C1)C2=CC=CC=C2